CC(C(C)C)(O)O 1,2-dimethylpropanediol